FC(C1=CC=C(C=N1)C(=O)N1CCC(CC1)CCCCNC(=O)C=1C=CC=2N(C1)C=CN2)(F)F N-[4-(1-{[6-(trifluoromethyl)pyridin-3-yl]carbonyl}piperidin-4-yl)butyl]imidazo[1,2-a]pyridine-6-carboxamide